i-Octyl Acrylate C(C=C)(=O)OCCCCCC(C)C